C(CCCCCCCCCCCCCCCCC)(=O)NCCCC(=O)O 4-Stearamidobutanoic Acid